ClC1=NC=CC(=N1)COC1=C(C=CC=C1)C[C@H](C(=O)OCC)O ethyl (2R)-3-[2-[(2-chloropyrimidin-4-yl)methoxy]phenyl]-2-hydroxypropanoate